C(C=C)NN1C(=C(C(C(=C1)C(=O)NCC1=C(C=C(C=C1F)F)F)=O)OCC1=CC=CC=C1)C(=O)N[C@H](C=C)C 1-(allylamino)-3-benzyloxy-N2-[(1S)-1-methylallyl]-4-oxo-N5-[(2,4,6-trifluorophenyl)methyl]pyridine-2,5-dicarboxamide